2-chloro-4-(1,4-dioxan-2-yl)-5-methylpyrimidine ClC1=NC=C(C(=N1)C1OCCOC1)C